CO[Si](O)(O)O.[Si](O)(O)(O)O orthosilicic acid Methyl-Orthosilicate